C(C)OC=1C=C(C=CC1O)/C=C/C(=O)C1=CC=C(C=C1)OCCC (E)-3-(3-Ethoxy-4-hydroxyphenyl)-1-(4-propoxyphenyl)prop-2-en-1-one